di-tert.-butylphosphine C(C)(C)(C)PC(C)(C)C